ClC1=CC(=CC(=N1)C1(CN(CC1)C(=O)OC(C)(C)C)C(=O)OCC)C(F)(F)F O1-tert-butyl O3-ethyl 3-[6-chloro-4-(trifluoromethyl)-2-pyridyl]pyrrolidine-1,3-dicarboxylate